1,7-Dichlorooctamethyltetrasiloxan Cl[Si](O[Si](O[Si](O[Si](Cl)(C)C)(C)C)(C)C)(C)C